5-methyl-4-(pyridin-2-ylthio)heptanoic acid 2,5-dioxopyrrolidin-1-yl ester O=C1N(C(CC1)=O)OC(CCC(C(CC)C)SC1=NC=CC=C1)=O